3-cyclopropyl-2-hydroxy-5-nitro-benzoic acid methyl ester COC(C1=C(C(=CC(=C1)[N+](=O)[O-])C1CC1)O)=O